S(C=1C(=CC(=C(C1)C(C)(C)C)O)C)C=1C(=CC(=C(C1)C(C)(C)C)O)C 4,4'-thiobis(6-tert-butyl-m-cresol)